COC1=CC=C(C=C1)C(OC[C@@H](C(=O)N1CCC(CC1)CO)NC(OCC1C2=CC=CC=C2C=2C=CC=CC12)=O)(C1=CC=CC=C1)C1=CC=C(C=C1)OC 9H-Fluoren-9-ylmethyl N-[(1S)-1-[[bis(4-methoxyphenyl)-phenyl-methoxy]methyl]-2-[4-(hydroxymethyl)-1-piperidyl]-2-oxo-ethyl]carbamate